FC=1C(=NC=C(C(=O)[O-])C1NC(=O)N(CC(Cl)(Cl)Cl)CC)C1=CC(=CC2=CC=C(C(=C12)C#C[Si](C(C)C)(C(C)C)C(C)C)F)OCOC 5-fluoro-6-(7-fluoro-3-(methoxymethoxy)-8-((triisopropylsilyl)ethynyl)naphthalen-1-yl)-4-(Ethyl 3-(2,2,2-trichloroethyl)ureido)nicotinate